tert-butyl 7-[4-({(1R)-1-[3-(difluoromethyl)-2-fluorophenyl]ethyl}amino)-2-methylpyrido[3,4-d]pyrimidin-6-yl]-2,7-diazaspiro[3.5]nonane-2-carboxylate FC(C=1C(=C(C=CC1)[C@@H](C)NC=1C2=C(N=C(N1)C)C=NC(=C2)N2CCC1(CN(C1)C(=O)OC(C)(C)C)CC2)F)F